o-pyrrolidinotoluene lithium [Li].N1(CCCC1)C1=C(C)C=CC=C1